IC1=C(C=2N(C=C1)C(=NN2)C(C)C)OC 7-iodo-8-methoxy-3-isopropyl-[1,2,4]triazolo[4,3-a]pyridine